3-chloro-propane-1,2-diol ClCC(CO)O